C(O)(O)=O.CN(CCCN)C N,N-dimethyl-1,3-diaminopropane carbonate